N/C(/C(=O)O)=C(\C=C\C(=O)O)/C(=O)O 2-amino-3-carboxyl-muconic acid